FC=1C=C(C=CC1)C=1C=NC(=NC1)NC=1C=C(C(=O)NCCC2=CC=C(C(=O)O)C=C2)C=CC1 4-(2-(3-((5-(3-fluorophenyl)pyrimidin-2-yl)amino)benzamido)ethyl)benzoic acid